ClC1=CC(=C(N=N1)C(=O)NC([2H])([2H])[2H])NC1=NC=CC(=C1OC)C1=NN(N=C1)C 6-chloro-4-((3-methoxy-4-(2-methyl-2H-1,2,3-triazol-4-yl)pyridin-2-yl)amino)-N-(methyl-d3)pyridazine-3-carboxamide